N1(N=CC=C1)C=1C=C(C=CC1)/C=C/C(=O)C1=CC=C(OCCCC(=O)O)C=C1 4-[4-[(E)-3-(3-Pyrazol-1-ylphenyl)prop-2-enoyl]phenoxy]butanoic acid